2-(4-(4-(5'-Fluorospiro[cyclohexane-1,3'-indoline]-1'-yl)pyrido[3,2-d]pyrimidin-6-yl)-1H-pyrazol-1-yl)ethan-1-ol FC=1C=C2C3(CN(C2=CC1)C=1C2=C(N=CN1)C=CC(=N2)C=2C=NN(C2)CCO)CCCCC3